ethyl 7-((3,3-difluoro-2-hydroxypropoxy)methyl)imidazo[1,2-a]pyridine-3-carboxylate FC(C(COCC1=CC=2N(C=C1)C(=CN2)C(=O)OCC)O)F